4-(4-(6-hydroxy-3,4-dihydroquinolin-1(2H)-yl)pyrimidin-2-ylamino)-N-(2-hydroxyethyl)benzenesulfonamide OC=1C=C2CCCN(C2=CC1)C1=NC(=NC=C1)NC1=CC=C(C=C1)S(=O)(=O)NCCO